tert-butyl 4-[5-methyl-4-(4,4,5,5-tetramethyl-1,3,2-dioxaborolan-2-yl) pyrazol-1-yl]piperidine-1-carboxylate CC1=C(C=NN1C1CCN(CC1)C(=O)OC(C)(C)C)B1OC(C(O1)(C)C)(C)C